ClC=1C(=CC(=NC1)OC)C1=CC(=NN1)C(=O)N1CCC(CC1)C(=O)NCC=1C=CC2=C(N(C(O2)=O)C)C1 1-(5-(5-chloro-2-methoxypyridin-4-yl)-1H-pyrazole-3-carbonyl)-N-((3-methyl-2-oxo-2,3-dihydrobenzo[d]oxazol-5-yl)methyl)piperidine-4-carboxamide